bis(3-sulfophenyl)(3-trifluoromethylphenyl)phosphine S(=O)(=O)(O)C=1C=C(C=CC1)P(C1=CC(=CC=C1)C(F)(F)F)C1=CC(=CC=C1)S(=O)(=O)O